phenyldodecyl phosphate P(=O)(OCCCCCCCCCCCCC1=CC=CC=C1)([O-])[O-]